NC1CCN(CC1)C=1C=C(C=CC1)N1C(N=C(C2=CC=C(C=C12)Cl)N(C)C)=O 1-(3-(4-aminopiperidin-1-yl)phenyl)-7-chloro-4-(dimethylamino)quinazolin-2(1H)-one